FC(CCS(=O)(=O)NC12CC(C1)(C2)N2C=NC=1C2=C2C(=NC1)NC=C2)(F)F 3,3,3-trifluoro-N-(3-(imidazo[4,5-d]pyrrolo[2,3-b]pyridin-1(6H)-yl)bicyclo[1.1.1]pentan-1-yl)propane-1-sulfonamide